COC(=O)C1=CC2=C(N(C(=N2)C2=CC=3C(=NC(=CC3)[C@@H](C)NC(=O)OC(C)(C)C)N2)[C@H]2[C@@H](C2)F)C(=C1)F 2-(6-((R)-1-((tert-Butoxycarbonyl)amino)ethyl)-1H-pyrrolo[2,3-b]Pyridin-2-yl)-7-fluoro-1-((1R,2R)-2-fluorocyclopropyl)-1H-benzo[d]Imidazole-5-carboxylic acid methyl ester